C[C@H]1CCN(CCO1)C1=NC=C(C=C1C(=O)NC1=CC(=NC=C1)S(N)(=O)=O)C(F)(F)F 2-[(7S)-7-methyl-1,4-oxazepan-4-yl]-N-(2-sulfamoyl-4-pyridinyl)-5-(trifluoromethyl)-pyridine-3-carboxamide